chloro-3-methylphenol ClC1=C(C=CC=C1C)O